CN(CCN1N=C2C=C(C(=CC2=C1)[N+](=O)[O-])C1=CSC=C1)C N,N-dimethyl-2-(5-nitro-6-(thiophene-3-yl)-2H-indazol-2-yl)ethan-1-amine